2-(7-((2S,5R)-4-(1-(5-(difluoromethyl)pyridin-2-yl)ethyl)-2,5-diethylpiperazine-1-yl)-4-methyl-5-oxo-4,5-dihydro-2H-pyrazolo[4,3-b]Pyridin-2-yl)acetonitrile FC(C=1C=CC(=NC1)C(C)N1C[C@@H](N(C[C@H]1CC)C=1C=2C(N(C(C1)=O)C)=CN(N2)CC#N)CC)F